B(OC1=CC(=CC(=C1)C(F)(F)F)C(C(F)(F)F)(C(F)(F)F)OCC(F)(F)F)([O-])[O-] [3-[2,2,2-trifluoro-1-(2,2,2-trifluoroethoxy)-1-(trifluoromethyl)-ethyl]-5-(trifluoromethyl) phenyl] borate